(S)-N-[2-(pyridin-3-ylmethylene)-4-(2-bromo-3-(phenyl)benzyloxy)-5-chlorobenzyl]serine N1=CC(=CC=C1)C=C1C(CN[C@@H](CO)C(=O)O)C=C(C(=C1)OCC1=C(C(=CC=C1)C1=CC=CC=C1)Br)Cl